[Ce].[Re] rhenium-cerium